C(C)(C)(C)OC(=O)N[C@@H](CCCCNC(OC(C)(C)C)=O)C(N[C@H](C(NCCCCCC(=O)OCC1=CC=CC=C1)=O)CCCCNC(=O)OC(C)(C)C)=O benzyl (10S,13S)-10-[(tert-butoxycarbonyl)amino]-13-{4-[(tert-butoxycarbonyl)amino] butyl}-2,2-dimethyl-4,11,14-trioxo-3-oxa-5,12,15-triazahenicosan-21-oate